2-ethynyl-7-oxabicyclo[2.2.1]heptane C(#C)C1C2CCC(C1)O2